[Bi].[Se].[Ge] germanium selenium bismuth